FC=1C=C2C=C(C(NC2=CC1)=O)C=1N=NN(C1)C1=CC=C(C(=O)N(C)C)C=C1 4-[4-(6-fluoro-2-oxo-1,2-dihydro-quinolin-3-yl)-[1,2,3]triazol-1-yl]-N,N-dimethyl-benzamide